6-(4-chlorophenyl)-3-oxo-2-(pyrimidin-5-yl)-2,3-dihydropyridazine-4-carboxylic acid ClC1=CC=C(C=C1)C=1C=C(C(N(N1)C=1C=NC=NC1)=O)C(=O)O